NC1=NC=C(C=N1)C1=NC(=CC(=C1)OC1CN(C1)C(=O)C1CC1)N1CCOCC1 (3-((2-(2-aminopyrimidin-5-yl)-6-morpholinopyridin-4-yl)oxy)azetidin-1-yl)(cyclopropyl)methanone